4'-(8-(diphenylamino)-3-phenyl-3H-benzo[f]chromen-3-yl)-[1,1'-biphenyl]-4-carbaldehyde C1(=CC=CC=C1)N(C1=CC2=C(C=3C=CC(OC3C=C2)(C2=CC=CC=C2)C2=CC=C(C=C2)C2=CC=C(C=C2)C=O)C=C1)C1=CC=CC=C1